C1(CC1)C(C#CC=1C2=C(C(N(C1)C)=O)NC(=C2C(=O)OCC(C)C)C)(C)O isobutyl 4-(3-cyclopropyl-3-hydroxy-but-1-ynyl)-2,6-dimethyl-7-oxo-1H-pyrrolo[2,3-c]pyridine-3-carboxylate